COC(=O)C1=NC(=NC(=C1C1=CC(=C(C=C1)OC)F)C1=CC(=C(C=C1)C#N)F)N1CCC(CC1)NC(=O)OC(C)(C)C 2-(4-((tert-Butoxycarbonyl)amino)piperidin-1-yl)-6-(4-cyano-3-fluorophenyl)-5-(3-fluoro-4-methoxyphenyl)pyrimidine-4-carboxylic acid methyl ester